FC(C(=O)O)(C(C(C(=O)O)(F)F)(F)F)F Perfluoroglutaric acid